C(C1=CC=CC=C1)OC(OCCNC=1NC(C=2NC=NC2N1)=O)(P(=O)(O)O)C([C@@H](NOCC)C)=O [2-(benzyloxy-(ethoxy-L-alanyl)-phosphonomethoxy)ethyl]guanine